FC1=C(OC[C@@H]2[C@H](CCC2)NC(=O)C2=NC=CC=C2C2=NC=CC=N2)C=CC(=C1)F N-[(1S,2S)-2-[(2,4-difluorophenoxy)methyl]cyclopentyl]-3-pyrimidin-2-yl-pyridine-2-carboxamide